NCCNC(=O)C=1C=C(CN(CCC(=O)O)C=2SC(=C(N2)C2=CC(=C(C=C2)Cl)Cl)CC(C)C)C=CC1 3-((3-(2-aminoethylcarbamoyl)benzyl)(4-(3,4-dichlorophenyl)-5-isobutylthiazol-2-yl)amino)propanoic acid